ClC1=C(C=2C(=C3C(=NC2C=C1F)C1=CC2=C(C(N1C3)=O)COC([C@]2(O)CC)=O)CC(C(=O)N)(O)C2CC2)F (((S)-9-chloro-4-ethyl-8,10-difluoro-4-hydroxy-3,14-dioxo-3,4,12,14-tetrahydro-1H-pyrano[3',4':6,7]indolizino[1,2-b]quinolin-11-yl)methyl)-2-cyclopropyl-2-hydroxyacetamide